BrC1=CC=C(C=C1)C(C)OC1=NC=CC=C1 2-[1-(4-bromophenyl)ethoxy]pyridine